BrCC1=CC(=C(C=C1)C)F 4-(bromomethyl)-2-fluoro-1-methylbenzene